N[C@@H]1[C@@H](OCC12CCN(CC2)C=2N=CC(=NC2CO)SC2=CC=NC1=C2OCC2N1C(N(C2)C(C)C)=O)C 4-((5-((3S,4S)-4-amino-3-methyl-2-oxa-8-azaspiro[4.5]decan-8-yl)-6-(hydroxymethyl)pyrazin-2-yl)thio)-8-isopropyl-6,6a,7,8-tetrahydro-9H-imidazo[1,5-d]pyrido[3,2-b][1,4]oxazin-9-one